CC=1C(=CC(=C(C(=O)O)C1)CC)C 5-methyl-ethyl-4-methyl-benzoic acid